4-(tert-butoxycarbonylamino)-1-[3-pyrimidin-5-yl-1-(2-trimethylsilylethoxymethyl)-pyrrolo[2,3-b]Pyridin-4-yl]Piperidine-4-carboxylic acid methyl ester COC(=O)C1(CCN(CC1)C1=C2C(=NC=C1)N(C=C2C=2C=NC=NC2)COCC[Si](C)(C)C)NC(=O)OC(C)(C)C